2-(methylthio)-1-(2-(5-(5-methylthiophen-2-yl)imidazol-2-yl)piperidin-1-yl)propan-1-one CSC(C(=O)N1C(CCCC1)C=1NC(=CN1)C=1SC(=CC1)C)C